N,N-diethyl-3-toluidine C(C)N(C1=CC(=CC=C1)C)CC